tert-butyl (1S,2R,5R)-2-(2-acetoxyethyl)-3,8-diazabicyclo[3.2.1]octane-8-carboxylate C(C)(=O)OCC[C@@H]1[C@@H]2CC[C@H](CN1)N2C(=O)OC(C)(C)C